COC(=O)[C@H]1NC2=CC=CC=C2C1 (S)-indoline-2-carboxylic acid methyl ester